CN(CCOC1=CC=C(C(=C1C#N)N1CCC(CC1)C1=NN=CN1C)C=1C=NC(=CC1)F)C 6-[2-(dimethylamino)ethoxy]-3-(6-fluoropyridin-3-yl)-2-[4-(4-methyl-4H-1,2,4-triazol-3-yl)piperidin-1-yl]benzonitrile